C1(C=CC(N1C1=C(C(=CC2=CC=CC=C12)N1C(C=CC1=O)=O)C(=O)O)=O)=O 1,3-bismaleimidylnaphthalene-2-carboxylic acid